(Z)-4-((1-(4-amino-2-fluorobut-2-en-1-yl)-5-(2-hydroxypropan-2-yl)-2-methyl-1H-pyrrolo[3,2-b]pyridin-3-yl)methyl)-N,N-dimethylbenzenesulfonamide dihydrochloride Cl.Cl.NC\C=C(\CN1C(=C(C2=NC(=CC=C21)C(C)(C)O)CC2=CC=C(C=C2)S(=O)(=O)N(C)C)C)/F